BrC1=C(C(=O)N(C2=CC=CC=C2)CC(C)O[Si](C)(C)C(C)(C)C)C=CC=C1 2-bromobenzoyl-N-(2-(t-butyldimethylsiloxy)propyl)aniline